triethylene glycol di-(2-ethyl butyrate) C(C)C(C(=O)OCCOCCOCCOC(C(CC)CC)=O)CC